(3-cyano-4-fluorophenyl)-6-methyl-5-(2-((3-methyloxetan-3-yl)amino)-2-oxoacetyl)-2,3-dihydro-1H-pyrrolizine-7-carboxamide C(#N)C=1C=C(C=CC1F)C1CCN2C(=C(C(=C12)C(=O)N)C)C(C(=O)NC1(COC1)C)=O